methyl 4-(bis(4-methoxybenzyl)amino)-1-(2-chloro-4-(difluoromethyl)-6-methylphenyl)-6-oxo-1,6-dihydropyrimidine-5-carboxylate COC1=CC=C(CN(C=2N=CN(C(C2C(=O)OC)=O)C2=C(C=C(C=C2C)C(F)F)Cl)CC2=CC=C(C=C2)OC)C=C1